(R)-3-((3,5-difluoro-4-((6S,8R)-8-methyl-2-oxo-7-(2,2,2-Trifluoroethyl)-2,3,6,7,8,9-hexahydrooxazolo[5,4-f]isoquinolin-6-yl)phenoxy)pyrrolidine-1-yl)-N,N-dimethylbut-2-enamide FC=1C=C(O[C@H]2N(CCC2)C(=CC(=O)N(C)C)C)C=C(C1[C@H]1N([C@@H](CC2=C3C(=CC=C12)NC(O3)=O)C)CC(F)(F)F)F